OCCN(C(=O)C12CC(C1)(C2)C(=O)NC=2SC1=C(C(=NC(=C1C1CCOCC1)F)OC)N2)C Bicyclo[1.1.1]pentane-1,3-dicarboxylic acid [6-fluoro-4-methoxy-7-(tetrahydro-pyran-4-yl)-thiazolo[4,5-c]pyridin-2-yl]-amide (2-hydroxy-ethyl)-methyl-amide